tert-butyl N-(3-{8-bromo-3-[(trifluoromethyl)sulfanyl]indolizin-2-yl}prop-2-yn-1-yl)-N-[6-(dimethylphosphoryl)-4-methoxypyridin-3-yl]carbamate BrC1=CC=CN2C(=C(C=C12)C#CCN(C(OC(C)(C)C)=O)C=1C=NC(=CC1OC)P(=O)(C)C)SC(F)(F)F